FC1=CC=C(C=C1)CCNS(=O)(=O)C=1C=C(C(=O)N(CCC)CCC)C=CC1OC 3-(N-(4-fluorophenylethyl)sulfamoyl)-4-methoxy-N,N-dipropylbenzamide